2-ethyl-9-(n-butoxycarbonyloxy)anthracene C(C)C1=CC2=C(C3=CC=CC=C3C=C2C=C1)OC(=O)OCCCC